O[C@@H]1CC(N(C1)C(=O)OC(C)(C)C)C(=O)NCC1=CC=C(C=C1)C1=C(N=CS1)C (4R)-4-hydroxy-N-(4-(4-methylthiazol-5-yl)benzyl)-Boc-pyrrolidine-2-carboxamide